C1(=CC=CC2=CC=CC=C12)N1C2=CC=CC=C2C=2C=CC=CC12 9-(1-naphthyl)-9H-carbazole